1-(8-((dimethylamino)methyl)-6-(3-methyl-1H-pyrrolo[2,3-B]pyridin-5-yl)-3,4-dihydro-isoquinolin-2(1H)-yl)ethanone CN(C)CC=1C=C(C=C2CCN(CC12)C(C)=O)C=1C=C2C(=NC1)NC=C2C